3-bromo-2-chloro-6,6a-dihydro-1aH-indeno[1,2-b]oxirane BrC=1C=CC=2CC3C(O3)C2C1Cl